1-[2-(1,4-dimethyl-5-oxo-4,5-dihydro-1H-1,2,4-triazol-3-yl)acetyl]-4-fluoro-N-{[6-fluoro-5-(propan-2-yl)pyridin-2-yl](phenyl)methyl}pyrrolidine-2-carboxamide CN1N=C(N(C1=O)C)CC(=O)N1C(CC(C1)F)C(=O)NC(C1=CC=CC=C1)C1=NC(=C(C=C1)C(C)C)F